COC(C1=CN=C(C=C1)CO)=O 6-hydroxymethyl-nicotinic acid methyl ester